CN1C=NC=C(C1(N)C1=C(C=CC=C1)OC1=CC2=C(N(C=N2)C)C=C1)C#CC1NCCCC1 3-methyl-4-((1-methyl-1H-benzimidazol-5-oxy)phenyl)-5-(piperidin-2-ylethynyl)pyrimidin-4-amine